tert-butyl (3aR,7aS)-octahydro-1H-pyrrolo[2,3-C]pyridine-1-carboxylate N1(CC[C@@H]2[C@H]1CNCC2)C(=O)OC(C)(C)C